BrC1=C(C=C(CS(=O)C=2OC3=C(N2)C=CC(=C3)Cl)C=C1)F 2-((4-bromo-3-fluorobenzyl)sulfinyl)-6-chlorobenzo[d]oxazole